6-(2-amino-5-(4-(4-(oxetan-3-yl)piperazin-1-yl)phenyl)pyridin-3-yl)-3,4-dihydroisoquinolin-1(2H)-one NC1=NC=C(C=C1C=1C=C2CCNC(C2=CC1)=O)C1=CC=C(C=C1)N1CCN(CC1)C1COC1